2-(3-iodopyridin-2-yl)-4-methylpyrazolidine-1-carboxylic acid tert-butyl ester C(C)(C)(C)OC(=O)N1N(CC(C1)C)C1=NC=CC=C1I